4-ethyl-2-((4-(hydroxymethyl)benzyl)thio)-6-(4-methyl-1,4-diazepan-1-yl)pyridine-3,5-dicarbonitrile C(C)C1=C(C(=NC(=C1C#N)N1CCN(CCC1)C)SCC1=CC=C(C=C1)CO)C#N